ClC=1C=C(C=CC1Cl)CNC(C1=C(C=CC=C1)S(NCC(=O)NC1=CC=C(C=C1)O)(=O)=O)=O N-[(3,4-Dichlorophenyl)methyl]-2-[[2-(4-hydroxyanilino)-2-oxo-ethyl]sulfamoyl]benzamide